C(C)(=O)OC1CC(C1)C1=C(NC2=C(C=C(C=C12)F)F)C1=CC=C(C=C1)F [3-[5,7-Difluoro-2-(4-fluorophenyl)-1H-indol-3-yl]cyclobutyl] acetate